N-(2-phenyl-[1,2,4]triazolo[1,5-a]pyridin-6-yl)-N'-[(pyridin-4-yl)methyl]urea C1(=CC=CC=C1)C1=NN2C(C=CC(=C2)NC(=O)NCC2=CC=NC=C2)=N1